(3-(3-(cyclopropylmethoxy)-4-(difluoromethoxy)phenyl)pyrrolidin-1-yl)ethanone C1(CC1)COC=1C=C(C=CC1OC(F)F)C1CN(CC1)C(C)=O